BrC1=NNC2=NC=C(C=C21)Cl 3-bromo-5-chloro-1H-pyrazolo[3,4-b]Pyridine